2-(7-((2S,5R)-2,5-diethyl-4-(1-(pyrazolo[1,5-a]pyrimidin-5-yl)ethyl)piperazin-1-yl)-4-methyl-5-oxo-4,5-dihydro-2H-pyrazolo[4,3-b]pyridin-2-yl)acetonitrile C(C)[C@@H]1N(C[C@H](N(C1)C(C)C1=NC=2N(C=C1)N=CC2)CC)C=2C=1C(N(C(C2)=O)C)=CN(N1)CC#N